CC(C)(C(=O)OC)N1N=NC=C1 (E)-1-(1-methyl-1-methoxycarbonylethyl)-1H-1,2,3-triazole